ClC=1C=CC(=C(C1)O)NC1C(CNCC1)C 5-chloro-2-[(3-methyl-4-piperidyl)amino]phenol